NN1CNC(=N1)C1=CC=CC=C1 3-amino-5-phenyl-1H-1,3,4-triazole